CCCC#CCCCCC dec-4-yne